C(C1=CC=CC=C1)OC(C[C@@H](NC(=O)OC(C)(C)C)C(=O)O)=O boc-D-aspartic acid-4-benzyl ester